C(#N)C=1C=C(C=CC1)CC(C=1SC=CN1)NS(=O)(=O)C=1C=C(C(=O)NCCNC(OC(C)(C)C)=O)C=CC1 tert-butyl N-[2-[[3-[[2-(3-cyanophenyl)-1-thiazol-2-yl-ethyl]sulfamoyl]benzoyl]amino]ethyl]carbamate